Cl.ClC1=CC(NC=C1)=O 4-chloropyridin-2(1H)-one hydrochloride